3,4-bis(4-((2-(3,5-dimethylphenyl)pyrrolidin-1-yl)methyl)phenoxy)benzamide CC=1C=C(C=C(C1)C)C1N(CCC1)CC1=CC=C(OC=2C=C(C(=O)N)C=CC2OC2=CC=C(C=C2)CN2C(CCC2)C2=CC(=CC(=C2)C)C)C=C1